C[Si](C1=CC=C(C=C1)NC1=CC=C(C=C1)[Si](C)(C)C)(C)C bis(4-(trimethylsilyl)phenyl)amine